[3-(5-Fluoro-pyridin-2-ylamino)-1-(2,2,2-trifluoro-ethyl)-1H-pyrazolo[4,3-c]pyridin-6-yl]-(3-hydroxy-4-methyl-piperidin-1-yl)-methanone FC=1C=CC(=NC1)NC1=NN(C2=C1C=NC(=C2)C(=O)N2CC(C(CC2)C)O)CC(F)(F)F